tert-butyl-2,6-dihydropyrrolo[3,4-c]pyrazol-5(4H)-carboxylate C(C)(C)(C)OC(=O)N1CC2=NNC=C2C1